S1C(=NC2=C1C=CC=C2)C=2C(=C(C(=C(C2C2=CC=C(C=C2)N2C1=CC=C(C=C1C=1C=C(C=CC21)C)C)C2=CC=C(C=C2)N2C1=CC=C(C=C1C=1C=C(C=CC21)C)C)C2=CC=C(C=C2)N2C1=CC=C(C=C1C=1C=C(C=CC21)C)C)C#N)N2C1=CC=CC=C1C=1C=CC=CC21 5'-(benzo[d]thiazol-2-yl)-4'-(9H-carbazol-9-yl)-4,4''-bis(3,6-dimethyl-9H-carbazol-9-yl)-6'-(4-(3,6-dimethyl-9H-carbazol-9-yl)phenyl)-[1,1':2',1''-terphenyl]-3'-carbonitrile